Butyl(methyl)acrylat C(CCC)C=C(C(=O)[O-])C